3-(6-(3-(hydroxymethyl)-azetidin-1-yl)-1-oxoisoindolin-2-yl)piperidine-2,6-dione OCC1CN(C1)C1=CC=C2CN(C(C2=C1)=O)C1C(NC(CC1)=O)=O